5-(4-Bromophenyl)pyrrolidin-2-one tert-butyl-2-(2-chloro-N-(2-((5-chloro-2-(4-chloro-1H-1,2,3-triazol-1-yl)phenyl)amino)-2-oxoethyl)acetamido)-3-(3-fluorophenyl)propanoate C(C)(C)(C)OC(C(CC1=CC(=CC=C1)F)N(C(CCl)=O)CC(=O)NC1=C(C=CC(=C1)Cl)N1N=NC(=C1)Cl)=O.BrC1=CC=C(C=C1)C1CCC(N1)=O